C(C)OC(=O)C=1C2=C(SC1NC(C)=O)C(C(CC2)(C2=CC=CC=C2)CC#N)=O.C(CCCCCCC)OP(=O)(OCCCCCCCC)[O-].C(CCCCCCC)[P+](CCCCCCCC)(CCCCCCCC)CCCCCCCC tetraoctyl-phosphonium dioctyl-phosphate Ethyl-2-acetamido-6-(cyanomethyl)-7-oxo-6-phenyl-4,5,6,7-tetrahydrobenzo[b]thiophene-3-carboxylate